C1(CCC1)C=1C(=NN(C1NC(=O)C1CC(C1)(F)F)C)C1CC(C1)(F)F N-(4-cyclobutyl-3-(3,3-difluorocyclobutyl)-1-methyl-1H-pyrazol-5-yl)-3,3-difluorocyclobutane-1-carboxamide